C(C)[N+](C=CC(CCCCCCC)O)(CC)[O-] N,N-diethyl-3-hydroxydec-1-en-1-amine oxide